(1-(((2R,3R,4S,5R)-5-(6-chloro-4-(cyclopentylamino)-1H-pyrazolo[3,4-d]pyrimidin-1-yl)-4-fluoro-3-hydroxytetrahydro-furan-2-yl)methoxy)-2-hydroxy-ethyl)phosphonic acid ClC1=NC(=C2C(=N1)N(N=C2)[C@H]2[C@H]([C@@H]([C@H](O2)COC(CO)P(O)(O)=O)O)F)NC2CCCC2